tert-Butyl N-[(4,4-difluoropyrrolidin-3-yl)methyl]carbamate FC1(C(CNC1)CNC(OC(C)(C)C)=O)F